C[C@H]1C[C@H]2[C@@H]3CC[C@H](C(C)=O)[C@]3(C[C@@H]([C@@]2([C@]2(C=CC(C=C12)=O)C)F)O)C 6α-methyl-9α-fluoro-11β-hydroxypregna-1,4-diene-3,20-dione